[Cu].[Sb].[Sn] tin-antimony-copper